ethyl 6-((4-methoxyphenyl)sulfonyl)-1-methyl-4,5,6,7-tetrahydro-1H-pyrrolo[2,3-c]pyridine-2-carboxylate COC1=CC=C(C=C1)S(=O)(=O)N1CC2=C(CC1)C=C(N2C)C(=O)OCC